BrC1=CN2C(S1)=NC=C2 2-bromoimidazo[2,1-b][1,3]thiazole